4-ethynyl-N-(4-methyl-3-((3-(9-(tetrahydro-2H-pyran-2-yl)-9H-purin-6-yl)pyridine-2-yl)amino)phenyl)benzamide C(#C)C1=CC=C(C(=O)NC2=CC(=C(C=C2)C)NC2=NC=CC=C2C2=C3N=CN(C3=NC=N2)C2OCCCC2)C=C1